C(C)(C)(C)OC([C@@H](CC1=CC=C(C=C1)C=O)[C@@H]1CN(CC1)C(=O)OC(C)(C)C)=O tert-butyl (3R)-3-[(2S)-1-(tert-butoxy)-3-(4-formylphenyl)-1-oxopropane-2-yl]pyrrolidine-1-carboxylate